(S)-6-cyclopropyl-N-(3-(1-((4-methyl-4H-1,2,4-triazol-3-yl)thio)ethyl)phenyl)-4-(trifluoromethyl)picolinamide C1(CC1)C1=CC(=CC(=N1)C(=O)NC1=CC(=CC=C1)[C@H](C)SC1=NN=CN1C)C(F)(F)F